3-methyl-2-((2-(trimethylsilyl)ethoxy)methyl)-2,4,5,6-tetrahydropyrrolo[3,4-c]pyrazole CC1=C2C(=NN1COCC[Si](C)(C)C)CNC2